ClC1=C2C(N(C=NC2=CC=C1)CCCF)=O 5-chloro-3-(3-fluoropropyl)quinazolin-4(3H)-one